C1=CC=CC=2C3=CC=CC=C3N(C12)C=1C=C(N(C2=CC=C(C=C2)OCCCCCCOCC2(COC2)CC)C2=CC=C(C=C2)OCCCCCCOCC2(COC2)CC)C=C(C1)N1C2=CC=CC=C2C=2C=CC=CC12 3,5-di-9H-carbazole-9-yl-N,N-bis[4-[[6-[(3-ethyl-3-oxetanyl)methoxy]hexyl]oxy]phenyl]aniline